CC1OC(CC(C1)=NNC(OC(C)(C)C)=O)C tert-Butyl N-[(2,6-dimethyltetrahydropyran-4-ylidene)amino]carbamate